1-((3,4-dichlorophenyl)(pyrrolidin-3-yl)methyl)piperidin-4-ol ClC=1C=C(C=CC1Cl)C(N1CCC(CC1)O)C1CNCC1